CS(=O)(=O)[O-].C(CCC)[NH+]1C=C(C=C1)CCCC 1,3-Dibutylpyrrolium methanesulfonate